thia[2,7]diazacyclohexadecin S1NC=CC=CN=CC=CC=CC=CC=C1